(4-hydroxy-3-methoxyphenyl)-ethanone OC1=C(C=C(C=C1)C(C)=O)OC